IC1=NN(C2=NC(=NC=C21)N2CC1(CN(C1)C1=NC(=NC(=C1)C(F)(F)F)C)CC2)C2OCCCC2 3-iodo-6-(2-(2-methyl-6-(trifluoromethyl)pyrimidin-4-yl)-2,6-diazaspiro[3.4]octan-6-yl)-1-(tetrahydro-2H-pyran-2-yl)-1H-pyrazolo[3,4-d]pyrimidine